(S)-1-(2-((R)-4-(difluoromethyl)-2-carbonyl-thiazol-3-yl)-5,6-dihydrobenzo[f]imidazo[1,2-d][1,4]oxazepin-9-yl)pyrrolidine-2-carboxamide di[1,3-dimethyl-3-(cumylperoxy)butyl]carbonate CC(CC(C)(OOC(C)(C)C1=CC=CC=C1)C)OC(OC(CC(C)(OOC(C)(C)C1=CC=CC=C1)C)C)=O.FC(C=1N(C(SC1)=C=O)C=1N=C2N(CCOC3=C2C=CC(=C3)N3[C@@H](CCC3)C(=O)N)C1)F